C(C)(C)C1=C(NC2=CC=C(C=C12)OCC1CCN(CC1)C(C)C)C=1C(=C(C(N(C1)C)=O)C)C 5-(3-isopropyl-5-((1-isopropylpiperidin-4-yl)methoxy)-1H-indol-2-yl)-1,3,4-trimethylpyridin-2(1H)-one